N-(4-((3S,4R)-4-(2-(dimethylamino)ethoxy)-3-fluoropiperidin-1-yl)-1,3,5-triazin-2-yl)-5-isopropyl-8-((2R,3S)-2-methyl-3-((methylsulfonyl)methyl)azetidin-1-yl)isoquinolin-3-amine CN(CCO[C@H]1[C@H](CN(CC1)C1=NC(=NC=N1)NC=1N=CC2=C(C=CC(=C2C1)C(C)C)N1[C@@H]([C@H](C1)CS(=O)(=O)C)C)F)C